(S)-4-((7-((1-((tert-butyldiphenylsilyl)oxy)hexan-3-yl)amino)-3-fluoro-5-((methoxycarbonyl)amino)-1H-pyrazolo[4,3-d]pyrimidin-1-yl)methyl)-3-methoxybenzyl methanesulfonate CS(=O)(=O)OCC1=CC(=C(C=C1)CN1N=C(C=2N=C(N=C(C21)N[C@H](CCO[Si](C2=CC=CC=C2)(C2=CC=CC=C2)C(C)(C)C)CCC)NC(=O)OC)F)OC